ClC=1C(=C2C(=NC1C)CN(C2)C(=O)[C@H]2CN(CC2)C=2C(=NC=CC2)C)C (3-Chloro-2,4-dimethyl-5,7-dihydropyrrolo[3,4-b]pyridin-6-yl)-[(3R)-1-(2-methyl-3-pyridyl)pyrrolidin-3-yl]methanon